3-(Piperidin-4-yl)-5,7-dihydrothieno[3,4-b]pyridine-2(1H)-one hydrochloride Cl.N1CCC(CC1)C1=CC2=C(NC1=O)CSC2